C12=C(C=3CCC3C=C2CC1)NC(=O)NS(=O)(=O)Cl [({Tricyclo[6.2.0.03,6]deca-1,3(6),7-trien-2-yl}carbamoyl)amino]-sulfonyl chloride